4-(1-((7-bromo-2-(2,6-dioxopiperidin-3-yl)-1,3-dioxoisoindolin-5-yl)methyl)piperidine-4-yl)-N-(5-(((5-(tert-butyl)oxazol-2-yl)methyl)thio)thiazol-2-yl)piperazine-1-carboxamide BrC=1C=C(C=C2C(N(C(C12)=O)C1C(NC(CC1)=O)=O)=O)CN1CCC(CC1)N1CCN(CC1)C(=O)NC=1SC(=CN1)SCC=1OC(=CN1)C(C)(C)C